FC1=C(C2=C(N=C(O2)C2=CC=C(C=C2)NC(=O)C2=CN=C(O2)C)C=C1)F N-[4-(6,7-Difluoro-1,3-benzoxazol-2-yl)phenyl]-2-methyloxazol-5-carboxamid